2-(4-cyclopropyl-2-methoxypyridin-3-yl)-4-(3-fluoro-4-(1-isopropyl-4-(trifluoromethyl)-1H-imidazol-2-yl)benzyl)-6,7-dihydro-[1,2,4]triazolo[1,5-a]pyrimidin-5(4H)-one C1(CC1)C1=C(C(=NC=C1)OC)C1=NN2C(N(C(CC2)=O)CC2=CC(=C(C=C2)C=2N(C=C(N2)C(F)(F)F)C(C)C)F)=N1